ETHYL METHYL ketone CC(=O)CC